CN1C(=NC2=C1C=CC=C2)CN2CCN(CC2)C2=C(C=CC(=C2)C)C=2N=NNN2 1-methyl-2-[[4-[5-methyl-2-(2H-tetrazol-5-yl)phenyl]piperazin-1-yl]-methyl]benzimidazole